methacryloyltrimethylacrylamide C(C(=C)C)(=O)NC(C(=C(C)C)C)=O